COC=1C=C2CCN(CC2=CC1NC1=NC=C2C(=N1)N(N=C2C)[C@H]2CC[C@H](CC2)C(=O)NC)C (cis)-4-(6-((6-methoxy-2-methyl-1,2,3,4-tetrahydroisoquinolin-7-yl)amino)-3-methyl-1H-pyrazolo[3,4-d]pyrimidin-1-yl)-N-methylcyclohexane-1-carboxamide